5-((5-(6-(((1R,3S)-3-aminocyclopentyl)oxy)-2-methoxy-3-methylphenyl)-1H-pyrazol-3-yl)amino)pyrazine-2-carbonitrile formate salt C(=O)O.N[C@@H]1C[C@@H](CC1)OC1=CC=C(C(=C1C1=CC(=NN1)NC=1N=CC(=NC1)C#N)OC)C